CN1N=C(C(=C1)C1=CC=C(N=N1)NC1C[C@@H]2[C@@H](CN(C2)CC(CC)C)C1)C (3aR,5s,6aS)-N-[6-(1,3-dimethylpyrazol-4-yl)pyridazin-3-yl]-2-(2-methylbutyl)-3,3a,4,5,6,6a-hexahydro-1H-cyclopenta[c]pyrrol-5-amine